tert-butyl-(2S)-4-({(1R)-1-[4-benzyl-1-(2,5-difluorophenyl)-1H-pyrazol-3-yl]-2,2-dimethylpropyl}amino)-2-[(tert-butoxycarbonyl)amino]butanoate C(C)(C)(C)OC([C@H](CCN[C@H](C(C)(C)C)C1=NN(C=C1CC1=CC=CC=C1)C1=C(C=CC(=C1)F)F)NC(=O)OC(C)(C)C)=O